BrC1=C(CN2CCCC2)C(=CC=C1F)F 1-(2-bromo-3,6-difluorobenzyl)pyrrolidine